(S)-piperidine-2-carboxamide N1[C@@H](CCCC1)C(=O)N